N=1C=NN2C1C=C(C=C2)OC2=CC(=C(C=C2C)NC=2C1=C(N=CN2)C=CC(=N1)C1=C[C@H]2CC[C@@H](C1)N2C(=O)OC(C)(C)C)F tert-butyl (1R,5S)-3-(4-((4-([1,2,4]triazolo[1,5-a]pyridin-7-yloxy)-2-fluoro-5-methylphenyl)amino)pyrido[3,2-d]pyrimidin-6-yl)-8-azabicyclo[3.2.1]oct-2-ene-8-carboxylate